4-((2S,5R)-4-(1-(4-chloro-2-fluorophenyl)propyl)-2,5-diethylpiperazin-1-yl)-1-methyl-2-oxo-1,2-dihydropyrido[3,2-d]pyrimidine-6-carbonitrile ClC1=CC(=C(C=C1)C(CC)N1C[C@@H](N(C[C@H]1CC)C=1C2=C(N(C(N1)=O)C)C=CC(=N2)C#N)CC)F